(5-chloro-2-hydroxyphenyl)-6-(2,6-dimethylphenyl)-3-(4-nitrophenyl)1-phenyl-5,6-dihydro-1H-pyrrolo[3,4-b]pyridine-2,7-dione ClC=1C=CC(=C(C1)C=1C2=C(N(C(C1C1=CC=C(C=C1)[N+](=O)[O-])=O)C1=CC=CC=C1)C(N(C2)C2=C(C=CC=C2C)C)=O)O